2-Ethyl-hexyl Laurate C(CCCCCCCCCCC)(=O)OCC(CCCC)CC